N-benzyl-6-(3-isopropyl-1-methyl-1H-pyrazol-4-yl)pyridin-2-amine C(C1=CC=CC=C1)NC1=NC(=CC=C1)C=1C(=NN(C1)C)C(C)C